CN1CCN2C1=NC=C(C2=O)C 1,6-dimethyl-5-oxo-1,2,3,5-tetrahydroimidazo[1,2-a]pyrimidine